OC1=C(C=C(C=C1)/C=C/CC)OC (E)-4-(4-hydroxy-3-methoxyphenyl)but-3-en